C1(CC1)C[C@H](C(=O)N[C@@H](CC(=O)O)C=1C=C(C=C(C1F)C)C1=C(C=C(C=C1C)F)C)C=1C(N(C=C(C1)CCN(C)C)C)=O (S)-3-((S)-3-cyclopropyl-2-(5-(2-(dimethylamino)ethyl)-1-methyl-2-oxo-1,2-dihydropyridin-3-yl)propanamido)-3-(4,4'-difluoro-2',5,6'-trimethyl-[1,1'-biphenyl]-3-yl)propanoic acid